5-phenyl-1,2,4-oxadiazol C1(=CC=CC=C1)C1=NC=NO1